N'-(4-tert-butoxy-1-methyl-pyrazolo[3,4-d]pyrimidin-6-yl)-1-phenyl-ethane-1,2-diamine C(C)(C)(C)OC1=C2C(=NC(=N1)NCC(N)C1=CC=CC=C1)N(N=C2)C